tert-butyl N-[[4-[6-[4-[4-[4-(2,6-dioxo-3-piperidyl)phenyl]-1-piperidyl]phenyl]pyrrolo[2,1-f][1,2,4]triazin-4-yl]-2-methyl-phenyl] methyl]carbamate O=C1NC(CCC1C1=CC=C(C=C1)C1CCN(CC1)C1=CC=C(C=C1)C=1C=C2C(=NC=NN2C1)C1=CC(=C(C=C1)CNC(OC(C)(C)C)=O)C)=O